F[C@]1(CN(CC[C@H]1O)C1=NC=CC(=N1)NC=1N=CC2=C(C=CC(=C2C1)C(C)C)N1[C@@H]([C@H](C1)CS(=O)(=O)C)C)C (3S,4R)-3-fluoro-1-[4-({8-[(2R,3S)-3-(methanesulfonylmeth-yl)-2-methylazetidin-1-yl]-5-(propan-2-yl)isoquinolin-3-yl}amino)pyrimidin-2-yl]-3-methylpiperidin-4-ol